ClC1=C(C=CC=C1Cl)C1OCCC(C1)C#N (2,3-dichlorophenyl)tetrahydro-2H-pyran-4-carbonitrile